FC(C(C(C(C(C(F)(F)F)(F)F)(F)F)(F)F)(F)F)(C(CO)CCCC)F 2-(perfluorohexyl)hexanol